N[C@H](C(=O)N1CC2(C3(CCC3)C2)C[C@H]1C(=O)O)C(C)(C)C (8S)-7-[(2S)-2-amino-3,3-dimethyl-butanoyl]-7-azadispiro[3.0.45.14]decane-8-carboxylic acid